2-[4-(2-phenylethenyl)phenyl]-4,6-bis(trichloromethyl)-1,3,5-triazine C1(=CC=CC=C1)C=CC1=CC=C(C=C1)C1=NC(=NC(=N1)C(Cl)(Cl)Cl)C(Cl)(Cl)Cl